C(N)(OCCCCCCCCCCCC)=O lauryl Carbamate